1-(1-(2,6-Dioxopiperidin-3-yl)-3-methyl-2-oxo-2,3-dihydro-1H-benzo[d]imidazole-5-yl)piperidine-4-carbaldehyde O=C1NC(CCC1N1C(N(C2=C1C=CC(=C2)N2CCC(CC2)C=O)C)=O)=O